6-(3,5-dichloro-4-((5-cyclopentyl-6-oxo-1,6-dihydropyridazin-3-yl)oxy)phenyl)-2-(fluoromethyl)-1,2,4-triazine-3,5(2H,4H)-dione ClC=1C=C(C=C(C1OC1=NNC(C(=C1)C1CCCC1)=O)Cl)C=1C(NC(N(N1)CF)=O)=O